The molecule is a steroid lactone and a 3-oxo-Delta(4) steroid. It has a role as a contraceptive drug, an aldosterone antagonist and a progestin. C[C@]12CCC(=O)C=C1[C@@H]3C[C@@H]3[C@@H]4[C@@H]2CC[C@]5([C@H]4[C@@H]6C[C@@H]6[C@@]57CCC(=O)O7)C